benzhydrylethanamine C(C1=CC=CC=C1)(C1=CC=CC=C1)C(C)N